O=C1NC(CCC1N1C(C2=C(C=C(C=C2C1)CNC(=O)C1=CC2=C(O1)C(C1=CC=CC=C1C2=O)=O)F)=O)=O N-((2-(2,6-dioxopiperidin-3-yl)-7-fluoro-1-oxoisoindolin-5-yl)methyl)-4,9-dioxo-4,9-dihydronaphtho[2,3-b]furan-2-carboxamide